tert-butyl N-[cis-3-(trifluoromethoxy)cyclobutyl]carbamate FC(O[C@H]1C[C@H](C1)NC(OC(C)(C)C)=O)(F)F